I\C=C/CCCCNC(C(=O)NC)=O N'-[(5Z)-6-iodohex-5-en-1-yl]-N-methylethanediamide